FC(C=1C=C(C=CC1)C=1OC2=C(C=C(C=C2C(C1)=O)C)[C@@H](C)NC1=C(C(=O)O)C=CC=C1)F 2-[[(1R)-1-[2-[3-(Difluoromethyl)phenyl]-6-methyl-4-oxo-chromen-8-yl]ethyl]amino]benzoic acid